C[Si](CCOCN1C=CC2=C1N=CN=C2C=2C=NN(C2)[C@@H](CC#N)C)(C)C (R)-3-(4-(7-((2-(trimethylsilyl)ethoxy)methyl)-7H-pyrrolo[2,3-d]pyrimidin-4-yl)-1H-pyrazol-1-yl)butyronitrile